ClC=1C=C(CN2CC3(CC2)CCN(CC3)C(=O)OC(C(F)(F)F)C(F)(F)F)C=CC1C 1,1,1,3,3,3-hexafluoropropan-2-yl 2-(3-chloro-4-methylbenzyl)-2,8-diazaspiro[4.5]decane-8-carboxylate